ClC1=C(C=CC(=C1O)O)C(CC)=O 1-(2-chloro-3,4-dihydroxyphenyl)propan-1-one